ClC=1C=C(C=CC1Cl)C(CN(C)C)NS(=O)(=O)C1=NC(=CC=C1)OC(F)(F)F N-(1-(3,4-dichlorophenyl)-2-(dimethylamino)ethyl)-6-(trifluoromethoxy)pyridine-2-sulfonamide